N[C@H](C(=O)N1[C@@H]([C@H]2C[C@H]2C1)C(=O)O)C(C)(C)C (1S,2S,5R)-3-[(2S)-2-amino-3,3-dimethyl-butanoyl]-3-azabicyclo[3.1.0]hexane-2-carboxylic acid